(2R,3R)-2-(3,4-dihydroxyphenyl)-8-[(2R,3R,4R)-2-(3,4-dihydroxyphenyl)-3,5,7-trihydroxy-3,4-dihydro-2H-chromen-4-yl]-3,4-dihydro-2H-chromene-3,5,7-triol OC=1C=C(C=CC1O)[C@H]1OC=2C(=C(C=C(C2C[C@H]1O)O)O)[C@@H]1[C@H]([C@H](OC2=CC(=CC(=C12)O)O)C1=CC(=C(C=C1)O)O)O